FCC1=NC2=C(N1C1=NC(=CC(=N1)N=S(=O)(C)C)N1[C@@H](COCC1)C)C=CC=C2 (R)-((2-(2-(fluoromethyl)-1H-benzo[d]imidazol-1-yl)-6-(3-methylmorpholino)pyrimidin-4-yl)imino)dimethyl-λ6-sulfanone